1-benzyl-3-methyl-3-(sulfamoylamino)piperidine C(C1=CC=CC=C1)N1CC(CCC1)(NS(N)(=O)=O)C